5-(2-(2-chloro-5-cyanophenyl)-5,7-difluoro-4-oxo-1,4-dihydroquinolin-6-yl)-2-fluoro-N,N-dimethylbenzamide ClC1=C(C=C(C=C1)C#N)C=1NC2=CC(=C(C(=C2C(C1)=O)F)C=1C=CC(=C(C(=O)N(C)C)C1)F)F